C(C)(C)(C)C1=C(CN(C(=O)C=2C(=NN(C2F)C)C(F)F)C2CC2)C=CC=C1 N-(2-tert-Butylbenzyl)-N-cyclopropyl-3-(difluoromethyl)-5-fluoro-1-methyl-1H-pyrazol-4-carboxamid